C(C)(C)(C)OC(=O)N(C(OC(C)(C)C)=O)CCOCC1=CC(=CC=C1)COCCOC=1C=C2C(N(C(C2=CC1)=O)C1C(NC(CC1)=O)=O)=O tert-butyl N-(tert-butoxycarbonyl)-N-[2-([3-[(2-[[2-(2,6-dioxopiperidin-3-yl)-1,3-dioxoisoindol-5-yl]oxy]ethoxy)methyl]phenyl]methoxy)ethyl]carbamate